4-phthalimidobutyl 3-hydroxy-5-methyl-6-(3-phenoxybenzyl)-2-propylisonicotinate OC1=C(C(=O)OCCCCN2C(C=3C(C2=O)=CC=CC3)=O)C(=C(N=C1CCC)CC1=CC(=CC=C1)OC1=CC=CC=C1)C